tert-butyl 4-(5-((R)-1-((2S,4R)-4-hydroxy-2-(((S)-1-(4-(4-methylthiazol-5-yl)phenyl)ethyl)carbamoyl)pyrrolidin-1-yl)-3-methyl-1-oxobutan-2-yl)isoxazol-3-yl)piperazine-1-carboxylate O[C@@H]1C[C@H](N(C1)C([C@H](C(C)C)C1=CC(=NO1)N1CCN(CC1)C(=O)OC(C)(C)C)=O)C(N[C@@H](C)C1=CC=C(C=C1)C1=C(N=CS1)C)=O